4-hydroxy-5-methyl-4-cyclopentene-1,3-dione OC=1C(CC(C1C)=O)=O